6-bromo-1,2,3,4-tetrahydro-1,8-naphthyridine BrC=1C=C2CCCNC2=NC1